BrC=1C=C(C=CC1)S(=O)NC(C1=C(C=C(C=C1)C1=NOC(C1)(C(F)(F)F)C1=CC(=C(C(=C1)Cl)F)Cl)C)=O N-((3-bromophenyl)sulfinyl)-4-(5-(3,5-dichloro-4-fluorophenyl)-5-(trifluoromethyl)-4,5-dihydroisoxazol-3-yl)-2-methylbenzamide